N-(6-(2-azaspiro[3.3]heptane-6-carbonyl)pyridin-2-yl)-5-chloropyridine-2-carboxamide C1NCC12CC(C2)C(=O)C2=CC=CC(=N2)NC(=O)C2=NC=C(C=C2)Cl